Ethyl 6-fluoropyrazolo[1,5-a]pyridine-3-carboxylate FC=1C=CC=2N(C1)N=CC2C(=O)OCC